COC=1C=C(N)C=CC1C 3-methoxy-4-methylaniline